ClC1=CC(=C(C=C1)C1=CC=C(N=N1)N(C1C[C@H]2CC[C@@H](C1)N2C(=O)OC(C)(C)C)C)OC tert-butyl (1R,3s,5S)-3-((6-(4-chloro-2-methoxyphenyl)pyridazin-3-yl) (methyl)amino)-8-azabicyclo[3.2.1]octane-8-carboxylate